NCCOCCOCCNC1=C2C(N(C(=NC2=CC=C1)C)C1C(NC(CC1)=O)=O)=O 3-[5-([2-[2-(2-aminoethoxy)ethoxy]ethyl]amino)-2-methyl-4-oxoquinazolin-3-yl]piperidine-2,6-dione